(2S)-2-(chromane-4-carboxamido)-4-((2-phenoxyethyl)(4-(5,6,7,8-tetrahydro-1,8-naphthyridin-2-yl)butyl)amino)butanoic acid O1CCC(C2=CC=CC=C12)C(=O)N[C@H](C(=O)O)CCN(CCCCC1=NC=2NCCCC2C=C1)CCOC1=CC=CC=C1